FC=1C=C2C(NC=3C(CC[C@H](C3C2=CC1F)N(C(=O)C=1NC2=CC=C(C=C2C1)F)C)O)=O N-((1R)-8,9-difluoro-4-hydroxy-6-oxo-1,2,3,4,5,6-hexahydrophenanthridin-1-yl)-5-fluoro-N-methyl-1H-indole-2-carboxamide